C(CCC)NC1=NC=NC=N1 6-butylamino-1,3,5-triazine